(7-chloro-6-methylimidazo[1,2-b]pyridazin-3-yl)quinoline ClC1=CC=2N(N=C1C)C(=CN2)C2=NC1=CC=CC=C1C=C2